α-pentene C=CCCC